6-chloro-7-(2-chloro-6-hydroxy-phenyl)-4-((2S)-2-methyl-4-(2-propenoyl)-1-piperazinyl)-1-(2-(2-propanyl)phenyl)pyrido[2,3-d]pyrimidin-2(1H)-one ClC1=CC2=C(N(C(N=C2N2[C@H](CN(CC2)C(C=C)=O)C)=O)C2=C(C=CC=C2)C(C)C)N=C1C1=C(C=CC=C1O)Cl